8-chloro-6-(((S)-(1-cyclopropyl-1H-1,2,3-triazol-4-yl)(6-fluoropyridin-3-yl)methyl-d)amino)-4-(((R)-1-phenylpropyl-1,2,2,3,3,3-d6)amino)quinoline-3-carbonitrile ClC=1C=C(C=C2C(=C(C=NC12)C#N)N[C@@](C(C([2H])([2H])[2H])([2H])[2H])([2H])C1=CC=CC=C1)N[C@@]([2H])(C=1C=NC(=CC1)F)C=1N=NN(C1)C1CC1